ClCC(=O)NNC(=O)C=1C(=NC=CN1)C(C)N(C(C1=CC(=CC(=C1)C(F)(F)F)C(F)(F)F)=O)C N-(1-(3-(2-(2-chloroacetyl)hydrazine-1-carbonyl)pyrazin-2-yl)ethyl)-N-methyl-3,5-bis(trifluoromethyl)benzamide